The molecule is the monocarboxylate anion of cromoglycic acid. It is a conjugate base of a cromoglycic acid. It is a conjugate acid of a cromoglycate(2-). C1=CC2=C(C(=C1)OCC(COC3=CC=CC4=C3C(=O)C=C(O4)C(=O)[O-])O)C(=O)C=C(O2)C(=O)O